N-(1-((3S)-4-(4-Chloro-3-(tetrahydro-1H-furo[3,4-c]pyrrol-5(3H)-yl)benzyl)-3-methylpiperazine-1-carbonyl)-1H-pyrazol-3-yl)methanesulfonamide ClC1=C(C=C(CN2[C@H](CN(CC2)C(=O)N2N=C(C=C2)NS(=O)(=O)C)C)C=C1)N1CC2C(C1)COC2